(5-cyanopyridine-3-yl)potassium trifluoroborate B(F)(F)F.C(#N)C=1C=C(C=NC1)[K]